7-chloro-2-(2-cyclopropyl-4-(methylsulfonyl)phenyl)-8-hydroxy-3-((2-(trifluoromethyl)pyrimidin-5-yl)methyl)benzo[4,5]thieno[2,3-d]pyrimidin-4(3H)-one ClC1=C(C2=C(C3=C(N=C(N(C3=O)CC=3C=NC(=NC3)C(F)(F)F)C3=C(C=C(C=C3)S(=O)(=O)C)C3CC3)S2)C=C1)O